[Br-].C(C=C)C1=NC=CN1C 2-allyl-3-methylimidazole bromide